ClC=1C=C(C=CC1F)NC1=NC=NC2=CC(=C(C=C12)NC(\C=C\CN1CCN(CC1)CC1=C(C=CC=C1)N1C(NC(CC1)=O)=O)=O)OC (E)-N-(4-((3-chloro-4-fluorophenyl)amino)-7-methoxyquinazolin-6-yl)-4-(4-(2-(2,4-dioxotetrahydropyrimidin-1(2H)-yl)benzyl)piperazin-1-yl)but-2-enamide